FC1=C(C=C2CC(C(C2=C1)NC(O[C@@H]1CN2CCC1CC2)=O)(C)C)C2=CC(=CC=C2)OCCC (S)-quinuclidin-3-yl (6-fluoro-2,2-dimethyl-5-(3-propoxyphenyl)-2,3-dihydro-1H-inden-1-yl)carbamate